N-[3-(dimethylamino)-2,2-dimethylpropyl]-2-methyl-5-[(pyridin-2-yl)methoxy]pyrazolo[1,5-a]pyridine-3-carboxamide CN(CC(CNC(=O)C=1C(=NN2C1C=C(C=C2)OCC2=NC=CC=C2)C)(C)C)C